OC1=C(C(=O)[C@@H]2[C@H](CC(=C[C@@H]2C=2C(=C3C(C4(C(OC3=CC2O)(C2=C(O4)C=C(C=C2)O)CC=C(C)C)O)=O)O)C)C2=C(C=C(C=C2)O)O)C=CC(=C1)O 2-[(1S,5S,6R)-6-(2,4-dihydroxybenzoyl)-5-(2,4-dihydroxyphenyl)-3-methylcyclohex-2-en-1-yl]-1,3,8,10a-tetrahydroxy-5a-(3-methylbut-2-enyl)-[1]benzofuro[3,2-b]chromen-11-one